C(CCCCC(=O)OCCCC)(=O)OCCCC Dibutyl adipat